COC1=C(C=CC(=C1)OC)CN(C1=NC(=C(C2=C1N=C(N2CC2=C(C=C(C=C2)OC)OC)COCC)SC2=C(C=C(C=C2)C(C)N(C)C)O)C)CC2=C(C=C(C=C2)OC)OC 2-[4-[bis[(2,4-dimethoxyphenyl)methyl]amino]-1-[(2,4-dimethoxyphenyl)methyl]-2-(ethoxymethyl)-6-methyl-imidazo[4,5-c]pyridin-7-yl]sulfanyl-5-[1-(dimethylamino)ethyl]phenol